C(C(C)(C)C)C1=NN=C(O1)C12CC(C1)(C2)C2CNC2 3-[3-(5-neopentyl-1,3,4-oxadiazol-2-yl)-1-bicyclo[1.1.1]pentanyl]azetidine